F.NN1N=NC2=C1C=CC=C2 1-aminobenzotriazole hydrofluoride